NC1=CC=C(OCCCCOC2=CC=C(C=C2)N)C=C1 1,4-bis-(4-aminophenoxy)butane